(+/-)-isopropyl (1S,3S)-3-((6-(5-(((cyclopentyl(methyl)carbamoyl)oxy) methyl)-1-methyl-1H-pyrazol-4-yl)-2-(2-(methylsulfonyl)ethoxy)pyridin-3-yl)oxy)cyclohexane-1-carboxylate C1(CCCC1)N(C(=O)OCC1=C(C=NN1C)C1=CC=C(C(=N1)OCCS(=O)(=O)C)O[C@@H]1C[C@H](CCC1)C(=O)OC(C)C)C |r|